(Z)-Palmitoleic acid C(CCCCCCC\C=C/CCCCCC)(=O)O